FC=1C=C2C(=CC=NC2=CC1OC)N1CCC2(CCN(C2)C(=O)OC(C)(C)C)CC1 tert-butyl 8-(6-fluoro-7-methoxy-4-quinolyl)-2,8-diazaspiro[4.5]decane-2-carboxylate